1-(2-(3-fluoro-4-methylphenyl)-2H-pyrazolo[3,4-d]pyrimidin-4-yl)-N-(4-(methylthio)benzyl)azepane-4-carboxamide FC=1C=C(C=CC1C)N1N=C2N=CN=C(C2=C1)N1CCC(CCC1)C(=O)NCC1=CC=C(C=C1)SC